C(C=C)(=O)OCC(C(=O)O)(CC(=O)O)CC acryloyloxymethylethylsuccinic acid